(S)-3-(3-chloro-4-(1,4-dioxaspiro[4.5]decan-8-yl)phenyl)-2-methylpropan-1-ol ClC=1C=C(C=CC1C1CCC2(OCCO2)CC1)C[C@@H](CO)C